CC1=CN=C(S1)NC(/C=C/C(=O)OCC)=O (E)-ethyl 4-((5-methylthiazol-2-yl)amino)-4-oxobut-2-enoate